CN1N=C(C2=C1C(N(CC2)CC2(CC2)S(NC2=NC=CC=C2)(=O)=O)=O)C(=O)N 1-methyl-7-oxo-6-((1-(N-(pyridin-2-yl)sulfamoyl)cyclopropyl)methyl)-4,5,6,7-tetrahydro-1H-pyrazolo[3,4-c]pyridine-3-carboxamide